C(C)OC1=C(C=C2CC([C@H](C2=C1)NC(O[C@@H]1CN2CCC1CC2)=O)(C)C)C2=C(C=C(C=C2)OC)F (S)-quinuclidin-3-yl ((R)-6-ethoxy-5-(2-fluoro-4-methoxyphenyl)-2,2-dimethyl-2,3-dihydro-1H-inden-1-yl)carbamate